5-cyclopropyl-N-isobutyl-N-((3S)-5-(5-methyl-1,3,4-oxadiazol-2-yl)piperidin-3-yl)-3-(oxetan-3-ylamino)pyridinecarboxamide C1(CC1)C=1C=C(C(=NC1)C(=O)N([C@@H]1CNCC(C1)C=1OC(=NN1)C)CC(C)C)NC1COC1